4-{2-chloro-6-methyl-7-oxo-1H-pyrrolo[2,3-c]pyridin-4-yl}-1-cyclopropyl-5-(2,6-dimethylphenoxy)pyridin-2-one ClC1=CC2=C(C(N(C=C2C2=CC(N(C=C2OC2=C(C=CC=C2C)C)C2CC2)=O)C)=O)N1